C1(=CC=CC=C1)C=1OC=2C=C(C(=C(C2CC1)O)O)O 2-phenyl-4H-chromen-5,6,7-triol